3-(((difluoromethyl)sulfinyl)amino)-5-methylpyrrolidine-1-carboxylate FC(S(=O)NC1CN(C(C1)C)C(=O)[O-])F